tert-butyl (2R,3S)-2-(azidomethyl)-3-(((trifluoromethyl)sulfonyl)oxy)azetidine-1-carboxylate N(=[N+]=[N-])C[C@H]1N(C[C@@H]1OS(=O)(=O)C(F)(F)F)C(=O)OC(C)(C)C